FC=1C=C(C=CC1OC1=CC=NC2=CC(=C(C=C12)OC)OCCCN1CCN(CC1)C)NC(=O)C1=NC=CN(C1=O)C1=CC=C(C=C1)C N-(3-fluoro-4-{6-methoxy-7-[3-(4-methyl-1-piperazinyl)propoxy]quinolin-4-yloxy}phenyl)-3-oxo-4-(4-methylphenyl)-3,4-dihydropyrazine-2-carboxamide